FCOC1=CC=C(C=C1)N=C=O 1-(fluoromethoxy)-4-isocyanatobenzene